C(C(C)C)C1=CC(=C(C#N)C=C1C)N1CCN(CC1)CC=1N=NC=CC1 4-isobutyl-5-methyl-2-(4-(pyridazin-3-ylmethyl)piperazin-1-yl)benzonitrile